1-(5-(5-amino-1,3,4-oxadiazol-2-yl-4-cyclobutyl-2-ethylbenzoyl)-4-fluoropiperidin-4-yl)benzonitrile NC1=NN=C(O1)C=1C(=C(C(=O)C2C(CCNC2)(F)C2(C#N)CC=CC=C2)C=CC1C1CCC1)CC